4-Chloro-2-(1-fluoroprop-2-yl)-6-methylpyrimidine ClC1=NC(=NC(=C1)C)C(CF)C